ClC1=C(C=CC(=C1)F)C1N(CCCCC1)C=1N=CC(=NC1)C(=O)N[C@H](C)\C=C\S(=O)(=O)C 5-(2-(2-chloro-4-fluorophenyl)azepan-1-yl)-N-((R,E)-4-(methylsulfonyl)but-3-en-2-yl)pyrazine-2-carboxamide